2-hydroxy-4,4-dimethylcyclopentanone OC1C(CC(C1)(C)C)=O